1-methyl-2-phosphonopentane-1,2,4-tricarboxylic acid CC(C(CC(C)C(=O)O)(C(=O)O)P(=O)(O)O)C(=O)O